NCC1=CN(C(C2=CC=C(C=C12)Cl)=O)C1C(NC(CC1)=O)=O 3-(4-(aminomethyl)-6-chloro-1-oxoisoquinolin-2-yl)piperidine-2,6-dione